7-aminochroman-4-one tert-butyl-2-(5-cyclopropyl-4,7-difluoro-3,3-dimethyl-2-oxoindol-1-yl)acetate C(C)(C)(C)OC(CN1C(C(C2=C(C(=CC(=C12)F)C1CC1)F)(C)C)=O)=O.NC1=CC=C2C(CCOC2=C1)=O